3,6-dimethoxy-2,5-dihydropyrazine COC=1CN=C(CN1)OC